trimethylene-di(N-methylpyrrolidinium) dibromide [Br-].[Br-].C[N+]1(CCCC1)CCC[N+]1(CCCC1)C